(2-(((2R,3S,4R,5R)-5-(2-chloro-6-(cyclopentylamino)-9H-purin-9-yl)-3,4-dihydroxytetrahydrofuran-2-yl)methoxy)-1-hydroxypropan-2-yl)phosphonic acid ClC1=NC(=C2N=CN(C2=N1)[C@H]1[C@@H]([C@@H]([C@H](O1)COC(CO)(C)P(O)(O)=O)O)O)NC1CCCC1